[P+3].C(C(=O)[O-])(=O)[O-].C(C(=O)[O-])(=O)[O-].C(C(=O)[O-])(=O)[O-].[P+3] tris(oxalate) phosphorus